(2-(1-(7-ethoxyquinazolin-4-yl)piperidin-4-yl)ethyl)phosphonic acid C(C)OC1=CC=C2C(=NC=NC2=C1)N1CCC(CC1)CCP(O)(O)=O